BrC1=C(C=C(C(=O)NC2=C(C(=C(C=C2)Br)F)C)C=C1)F 4-bromo-N-(4-bromo-3-fluoro-2-methyl-phenyl)-3-fluoro-benzamide